(1R,2R)-1-(5-chloro-2-cyanophenyl)-1-(1-methyl-1H-pyrazol-4-yl)propan ClC=1C=CC(=C(C1)[C@@H](CC)C=1C=NN(C1)C)C#N